2-(2,6-dioxopiperidin-3-yl)-5-((4-(5-fluoroindolin-1-yl)piperidin-1-yl)methyl)isoindoline-1,3-dione O=C1NC(CCC1N1C(C2=CC=C(C=C2C1=O)CN1CCC(CC1)N1CCC2=CC(=CC=C12)F)=O)=O